eicosafluoro-1-undecanol FC(C(C(C(C(C(C(C(C(C(O)(F)F)(F)F)(F)F)(F)F)(F)F)(F)F)(F)F)(F)F)(F)F)(C)F